(2s,3s,4r,5r)-5-(6-(benzylamino)-2-(5-chloropyridin-3-yl)-9H-purin-9-yl)-3,4-dihydroxy-N-(methyl-d3)-tetrahydrofuran-2-carboxamide C(C1=CC=CC=C1)NC1=C2N=CN(C2=NC(=N1)C=1C=NC=C(C1)Cl)[C@H]1[C@@H]([C@@H]([C@H](O1)C(=O)NC([2H])([2H])[2H])O)O